tert-butyl 2-((2-(2,6-dioxopiperidin-3-yl)-5-fluoro-1-oxoisoindolin-4-yl)oxy)acetate O=C1NC(CCC1N1C(C2=CC=C(C(=C2C1)OCC(=O)OC(C)(C)C)F)=O)=O